Cl.FC=1C=C2C(=CC=NC2=CC1)N[C@H]1CNCC1 (R)-6-fluoro-N-(pyrrolidin-3-yl)quinolin-4-amine hydrochloride